FC(C1CCC(CC1)N)F 4-(difluoromethyl)cyclohexan-1-amine